N1C2(C(NC=3C1=NC=CN3)=O)CC2 spiro[cyclopropane-1,2'-pyrazino[2,3-b]pyrazin]-3'(4'H)-one